tert-butyl N-(piperidin-4-yl)-N-(pyridin-2-ylmethyl)carbamate N1CCC(CC1)N(C(OC(C)(C)C)=O)CC1=NC=CC=C1